C(CCC)C(C(=O)O)(CCCCC)CCCCC butyl-amyl-heptanoic acid